[(oxetan-3-yl)methyl]-3-[(6-phenylpyridazin-3-yl)amino]benzamide O1CC(C1)CC1=C(C(=O)N)C=CC=C1NC=1N=NC(=CC1)C1=CC=CC=C1